2-(5-chloro-6-cyclopropylpyridin-3-yl)acetonitrile ClC=1C=C(C=NC1C1CC1)CC#N